N-((1R,3S,5s,7s)-2-(5-(3-cyano-6-(2-hydroxy-2-methylpropoxy)pyrazolo[1,5-a]pyridin-4-yl)pyrazin-2-yl)-2-azaadamantan-5-yl)-3-fluoropicolinamide C(#N)C=1C=NN2C1C(=CC(=C2)OCC(C)(C)O)C=2N=CC(=NC2)N2[C@@H]1CC3CC(C[C@@H]2C3)(C1)NC(C1=NC=CC=C1F)=O